C(C)(=O)N1C(C(C2=CC=CC=C12)=O)=CC1=CC(=C(C=C1)OCC(=O)N1CCOCC1)[N+](=O)[O-] 1-acetyl-2-(4-(2-morpholino-2-oxoethoxy)-3-nitrobenzylidene)indolin-3-one